CC1=NC(=CC=N1)C(C)C methyl-6-(propan-2-yl)pyrimidine